BrC=1C(=C(C=CC1)OC)[N+](=O)[O-] 3-bromo-2-nitroanisole